ClC1=C(C=CC=C1OCCCN1CC(C(C1)O)O)C=1C=C(NN2SC3=C(C2)C=CC=C3)C=CC1 N-(3-(2-chloro-3-(3-(3,4-dihydroxypyrrolidin-1-yl)propoxy)phenyl)anilino)benzisothiazole